(aminomethyl)-6-(3,4-difluorophenyl)-5-[3-methylimidazo[1,2-a]pyridin-6-yl]pyrazin-2-amine NCC=1C(=NC(=C(N1)C=1C=CC=2N(C1)C(=CN2)C)C2=CC(=C(C=C2)F)F)N